3-imino-2,3,4,5-tetrahydro-1,2,4-triazin-5-one N=C1NN=CC(N1)=O